2-(1-methylethoxy)-acetic acid CC(C)OCC(=O)O